ethyl-(4-methylphenylethyl)carbamic acid tert-butyl ester C(C)(C)(C)OC(N(CCC1=CC=C(C=C1)C)CC)=O